ClC=1C(=CC(=C(C1)N(C(C#C)=O)C(C(=O)NCC1=C(C=C(C=C1)OC)OC)C=1SC=CC1)F)OCC1CC1 N-(5-chloro-4-(cyclopropylmethoxy)-2-fluorophenyl)-N-(2-((2,4-dimethoxybenzyl)amino)-2-oxo-1-(thiophen-2-yl)ethyl)propiolamide